FC=1C(=C(C=C(C1)C(F)(F)F)O)C=1C=2N(C(=NN1)N[C@H]1CN(CCC1)CCO)C=CC2 3-fluoro-2-(4-{[(3R)-1-(2-hydroxyethyl)piperidin-3-yl]amino}pyrrolo[1,2-d][1,2,4]triazin-1-yl)-5-(trifluoromethyl)phenol